BrC=1C=CC=2N(C1F)C=NC2 6-bromo-5-fluoroimidazo[1,5-a]pyridine